BrC1=CC(=CC(=N1)NC(N(C1CC2(CN(C2)C(=O)C2=C3N(N=C2)C=CN3C)C1)C)=O)C(F)(F)F 3-(6-bromo-4-(trifluoromethyl)pyridin-2-yl)-1-methyl-1-(2-(1-methyl-1H-imidazo[1,2-b]pyrazole-7-carbonyl)-2-azaspiro[3.3]heptan-6-yl)urea